tert-butyl (2R)-2-phenylpiperazine-1-carboxylate C1(=CC=CC=C1)[C@H]1N(CCNC1)C(=O)OC(C)(C)C